FC1=CC=C(OC2=CC=C(C=N2)S(=O)(=O)N2[C@@H]([C@@H]3CC[C@H](C2)N3)C(=O)OCC)C=C1 ethyl (1s,2s,5r)-3-((6-(4-fluorophenoxy) pyridin-3-yl) sulfonyl)-3,8-diazabicyclo[3.2.1]octane-2-carboxylate